N-{(1S)-1-cyano-2-[(3S)-2-oxopiperidin-3-yl]ethyl}-N2-[(2-oxo-1,2-dihydropyridin-3-yl)methyl]-L-leucinamide C(#N)[C@H](C[C@H]1C(NCCC1)=O)NC([C@@H](NCC=1C(NC=CC1)=O)CC(C)C)=O